COC1=C(C=C(C=C1)OC)CC=O (2,5-dimethoxyphenyl)acetaldehyde